3-(((R)-1-(6-((S)-3-Benzyl-5-oxomorpholino)-4-methylpyridin-2-yl)ethyl)amino)-6-chloropicolinic acid C(C1=CC=CC=C1)[C@H]1COCC(N1C1=CC(=CC(=N1)[C@@H](C)NC=1C(=NC(=CC1)Cl)C(=O)O)C)=O